pentafluorobenzenethiol FC1=C(C(=C(C(=C1S)F)F)F)F